FC1=C(C(=O)OC(C)(C)C)C=CC(=C1)F tert-butyl 2,4-difluorobenzoate